1-[4-(n-pentyl)phenyl]-1-(4'-dimethylsilylphenyl)ethylene C(CCCC)C1=CC=C(C=C1)C(=C)C1=CC=C(C=C1)[SiH](C)C